C(C(=C)C)(=O)OC1=CC=C(C=C1)C(C1=C(C=CC=C1)O)=O 4-(2-hydroxybenzoyl)phenyl methacrylate